(2-chloro-4-anilinophenyl)methanone ClC1=C(C=CC(=C1)NC1=CC=CC=C1)C=O